NCC1=CC(=C2CN(C(C2=C1)=O)C1C(NC(CC1)=O)=O)Cl 3-(6-(aminomethyl)-4-chloro-1-oxoisoindolin-2-yl)piperidine-2,6-dione